(S)-4-(2-(2-((5-chloro-2-(1H-tetrazol-1-yl)phenyl)amino)-2-oxoacetamido)-3-phenylpropionamido)benzoic acid ClC=1C=CC(=C(C1)NC(C(=O)N[C@H](C(=O)NC1=CC=C(C(=O)O)C=C1)CC1=CC=CC=C1)=O)N1N=NN=C1